N1=NC(=CC=C1)C(=O)O pyridazineformic acid